ClC=1C=NC=C(C1[C@@H](C)OC=1C=C2C(=NNC2=CC1)C=1C=NC(=NC1)N1CCN(CCC1)C1COC1)Cl 5-[(1R)-1-(3,5-Dichloro-4-pyridyl)ethoxy]-3-[2-[4-(oxetan-3-yl)-1,4-diazepan-1-yl]pyrimidin-5-yl]-1H-indazole